1-(tetrahydro-2H-pyran-2-yl)-1H-pyrazole-5-boronic acid pinacol ester O1C(CCCC1)N1N=CC=C1B1OC(C)(C)C(C)(C)O1